2-(3,4-difluorophenoxy)-N-(3-{[5-(pyridin-3-yl)pyrazin-2-yl]amino}bicyclo[1.1.1]pentan-1-yl)acetamide FC=1C=C(OCC(=O)NC23CC(C2)(C3)NC3=NC=C(N=C3)C=3C=NC=CC3)C=CC1F